COC(CNC=1CC(CN1)(C)C)OC N-(2,2-dimethoxyethyl)-3,3-dimethyl-3,4-dihydro-2H-pyrrole-5-amine